Cl.N1CC(C1)CO (azetidine-3-yl)methanol hydrochloride